bis(6-formylphenoxy)-copper (II) C(=O)C1=CC=CC=C1O[Cu]OC1=CC=CC=C1C=O